C1NCC12CN(CCC2)C2CCC(CC2)N2N=C1C=C(C(=CC1=C2)NC(=O)C=2C=NN1C2N=CC=C1)OCC1CC1 N-(2-(4-(2,6-diazaspiro[3.5]nonan-6-yl)cyclohexyl)-6-(cyclopropylmethoxy)-2H-indazol-5-yl)pyrazolo[1,5-a]pyrimidine-3-carboxamide